NC1=CC=CC(=N1)S(=O)(=O)NC(=O)C=1C(=NC(=CC1)C1=CC(=CC(=C1)OCC(C)C)F)N1C(CC(C1)C(F)(F)F)(C)C N-[(6-Amino-2-pyridyl)sulfonyl]-2-(2,2-dimethyl-4-(trifluoromethyl)pyrrolidin-1-yl)-6-(3-fluoro-5-isobutoxyphenyl)pyridin-3-carboxamid